FC1=CC=C2C=C(C=C(C2=C1F)N1C=C2N=C(N=CC2=CC1C(F)(F)F)OC([2H])([2H])C1(CC1)CN1CCCC1)O 7-(7,8-difluoro-3-hydroxynaphthalen-1-yl)-2-((1-(pyrrolidin-1-ylmethyl)cyclopropyl)methoxy-d2)-6-(trifluoromethyl)pyrido[3,4-d]Pyrimidin